(S)-N-(4-(4-amino-7-(1-isopropyl-1H-pyrazol-4-yl)-1-methyl-1H-pyrazolo[4,3-c]pyridin-3-yl)-2-(1-(4-fluorophenyl)ethoxy)phenyl)-1,1-difluoromethanesulfonamide NC1=NC=C(C2=C1C(=NN2C)C2=CC(=C(C=C2)NS(=O)(=O)C(F)F)O[C@@H](C)C2=CC=C(C=C2)F)C=2C=NN(C2)C(C)C